NCCC1=NN(C=C1)C1(CC1)CO (1-(3-(2-aminoethyl)-1H-pyrazol-1-yl)cyclopropyl)methanol